CC1(N(C(CCC1)(C)C)ON1C(CCCC1(C)C)(C)C)C (2,2,6,6-tetramethylpiperidin-1-yl) oxide